3-(1-oxo-5-(4-(piperazin-1-ylmethyl)phenyl)isoindolin-2-yl)piperidine O=C1N(CC2=CC(=CC=C12)C1=CC=C(C=C1)CN1CCNCC1)C1CNCCC1